(S)-4-(4-Acryloyl-2-methylpiperazin-1-yl)-7-chloro-6-chloro-1-(2-isopropyl-4-(methylthio)pyridine-3-yl)pyrido[2,3-d]pyrimidin-2(1H)-one C(C=C)(=O)N1C[C@@H](N(CC1)C=1C2=C(N(C(N1)=O)C=1C(=NC=CC1SC)C(C)C)N=C(C(=C2)Cl)Cl)C